C(C1=CC=CC=C1)OCC[C@H](CO)C (R)-4-(benzyloxy)-2-methylbutan-1-ol